C1(CC1)NC(C1=CC(=C(C=C1)C)C1=CC2=C(N(CCOC2)CCO)N=C1)=O N-cyclopropyl-3-(1-(2-hydroxyethyl)-1,2,3,5-tetrahydropyrido[2,3-e][1,4]oxazepin-7-yl)-4-methylbenzamide